COCCN(CCC[Si](OCC)(OCC)OCC)CCOC {3-[di(methoxyethyl)amino]propyl}triethoxysilane